Cl.N=1N2C(=CC1C=1C=C(C(=NC1)N)OCC1=NC=CC=C1)[C@]1(CC2)CNCC1 |r| (rac)-5-[5',6'-dihydrospiro[pyrrolidine-3,4'-pyrrolo[1,2-b]pyrazol]-2'-yl]-3-[(pyridin-2-yl)methoxy]pyridin-2-amine-hydrochloride salt